3-(4-(ethylsulfonamido)phenyl)-5-((4-methoxypyridin-2-yl)amino)-1H-pyrazole-4-carboxamide C(C)S(=O)(=O)NC1=CC=C(C=C1)C1=NNC(=C1C(=O)N)NC1=NC=CC(=C1)OC